methyl (1S,3R)-1-(2,6-difluoro-4-((Z)-(1-(3-fluoropropyl)pyrrolidin-3-ylidene)methyl)phenyl)-3-methyl-2-(2,2,2-trifluoroethyl)-1,2,3,4-tetrahydroisoquinoline-6-carboxylate FC1=C(C(=CC(=C1)\C=C\1/CN(CC1)CCCF)F)[C@H]1N([C@@H](CC2=CC(=CC=C12)C(=O)OC)C)CC(F)(F)F